CN1C(N(C(C=2NC=NC12)=O)CC1=NC2=CC=CC=C2C(=N1)C)=O 3-methyl-1-[(4-methylquinazolin-2-yl)methyl]-3,7-dihydro-1H-purine-2,6-dione